N-[(4S,5S)-7-ethyl-4-(4-fluorophenyl)-3-methyl-6-oxo-1-phenyl-1H,4H,5H,6H,7H-pyrazolo[3,4-b]pyridin-5-yl]-3-fluoro-5-methylbenzamide C(C)N1C2=C([C@@H]([C@@H](C1=O)NC(C1=CC(=CC(=C1)C)F)=O)C1=CC=C(C=C1)F)C(=NN2C2=CC=CC=C2)C